BrC=1C=C(C=NC1)[C@H]1NC(O[C@@H]1C1=CC=CC=C1)=O |r| (±)-(4R,5R)-4-(5-bromopyridin-3-yl)-5-phenyloxazolidin-2-one